2-n-hexyl (4-diethylamino-2-hydroxybenzoyl)-benzoate C(C)N(C1=CC(=C(C(=O)C2=C(C(=O)OC(C)CCCC)C=CC=C2)C=C1)O)CC